3-carboxysalicylaldehyde C(=O)(O)C1=C(C(C=O)=CC=C1)O